((R)-2-hydroxypropyl)benzenesulfonimidamide O[C@@H](CC1=C(C=CC=C1)S(=O)(N)=N)C